2,2-difluoro-N-((1r,2r)-1-(8-fluoro-2,3-dihydrobenzo[b][1,4]dioxin-6-yl)-1-hydroxy-3-(pyrrolidin-1-yl)propan-2-yl)-2-(4'-fluoro-[1,1'-biphenyl]-4-yl)acetamide FC(C(=O)N[C@@H]([C@H](O)C1=CC2=C(OCCO2)C(=C1)F)CN1CCCC1)(C1=CC=C(C=C1)C1=CC=C(C=C1)F)F